C(C)(C)(C)N(C(O)=O)CCN(CCC(NCCCCCCCC\C=C/CCCCCCCC)=O)CCC(=O)NCCCCCCCC\C=C/CCCCCCCC.C(C)(C)(C)N(C(O)=O)CCN(CCC(NCCCCCCCC\C=C/CCCCCCCC)=O)CCC(=O)NCCCCCCCC\C=C/CCCCCCCC tert-butyl(2-(bis(3-(((Z)-octadec-9-en-1-yl)amino)-3-oxopropyl)amino)ethyl)carbamate (tert-butyl (2-(bis(3-(((Z)-octadec-9-en-1-yl)amino)-3-oxopropyl)amino)ethyl)carbamate)